C(C)OC(=O)C=1SC=CC1C=1C=C(C=C(C1)S(N(CCC1=CC=CC=C1)C1=C(C=CC=C1)N1CCN(CC1)C(=O)C=1SC=CC1Br)(=O)=O)C 5-(N-(2-(4-(3-bromothiophene-2-carbonyl)piperazin-1-yl)phenyl)-N-phenethylsulfamoyl)-3-tolylthiophene-2-carboxylic acid ethyl ester